O=C(CCNC(OC(C)(C)C)=O)C=C tert-Butyl (3-oxopent-4-en-1-yl)carbamate